N=1C=CN2C1N=CC(=C2)C=2C=CN1N=C(N=CC12)NCCOC 5-(imidazo[1,2-a]pyrimidin-6-yl)-N-(2-methoxyethyl)pyrrolo[2,1-f][1,2,4]triazin-2-amine